6-Chloro-7-methoxy-1-(1,1,1-trifluoropropan-2-yl)-1H-pyrazolo[4,3-c]pyridine ClC1=C(C2=C(C=N1)C=NN2C(C(F)(F)F)C)OC